N-(4-chloro-2,6-diisopropylphenyl-carbamoyl)-4-(1-hydroxycyclopropyl)thiophene-2-sulfonamide ClC1=CC(=C(C(=C1)C(C)C)NC(=O)NS(=O)(=O)C=1SC=C(C1)C1(CC1)O)C(C)C